2-[4-[(E)-3-Oxo-3-(4-propoxyphenyl)prop-1-enyl]phenoxy]acetic acid O=C(/C=C/C1=CC=C(OCC(=O)O)C=C1)C1=CC=C(C=C1)OCCC